8-chloro-6-(trifluoromethyl)-1H-quinoline-2,4-dione ClC=1C=C(C=C2C(CC(NC12)=O)=O)C(F)(F)F